C(CCC)C1=CC=C(C=C1)N(C1=CC=C(C=C1)C1=CC=C(N(C2=CC=CC=C2)C2=CC=C(C=C2)CCCC)C=C1)C1=CC=CC=C1 N,N'-bis(4-butylphenyl)-N,N'-bisphenylbenzidine